C12CN(CC(CC1)C2)CC2=CC1=C(C(N(C=C1C(F)(F)F)C1=CC(=CC=C1)C1(CC(C1)C)C1=NN=CN1C)=O)N2 2-(3-azabicyclo[3.2.1]oct-3-ylmethyl)-6-[3-[3-methyl-1-(4-methyl-1,2,4-triazol-3-yl)cyclobutyl]phenyl]-4-(trifluoromethyl)-1H-pyrrolo[2,3-c]pyridin-7-one